C1=CC=CC=2C3=CC=CC=C3C(C12)N([C@H](C(=O)O)CCCC)C(=O)OC (2S)-2-(9H-fluoren-9-yl-methoxycarbonyl-amino)hexanoic acid